C(#N)N1C[C@@H](CC1)NC(=O)C=1NC2=CC(=CC=C2C1)C=1C(=NOC1C)C (R)-N-(1-cyanopyrrolidin-3-yl)-6-(3,5-dimethylisoxazol-4-yl)-1H-indole-2-carboxamide